Benzyl ((4-cyclohexylpyridin-2-yl)methyl)(1-oxo-2-((2-(trimethylsilyl)ethoxy) methyl)-1,2-dihydrophthalazin-6-yl)carbamate C1(CCCCC1)C1=CC(=NC=C1)CN(C(OCC1=CC=CC=C1)=O)C=1C=C2C=NN(C(C2=CC1)=O)COCC[Si](C)(C)C